(13R)-9-(2-chlorophenyl)-3-methyl-16-thia-2,4,5,8-tetraazatetracyclo[8.6.0.02,6.011,15]hexadeca-1(10),3,5,8,11(15)-pentaene-13-carboxylic acid ClC1=C(C=CC=C1)C1=NCC2=NN=C(N2C=2SC=3C[C@@H](CC3C12)C(=O)O)C